N,N-bis-(3-tri-i-propoxysilylpropyl)-amine C(C)(C)O[Si](CCCNCCC[Si](OC(C)C)(OC(C)C)OC(C)C)(OC(C)C)OC(C)C